(oxybis(ethane-2,1-diyl))bis((3-((4-guanidinobenzoyl)oxy)benzoyl)azanediyl)disuccinic acid O(CCN(C(C1=CC(=CC=C1)OC(C1=CC=C(C=C1)NC(=N)N)=O)=O)C(C(=O)O)CC(=O)O)CCN(C(C1=CC(=CC=C1)OC(C1=CC=C(C=C1)NC(=N)N)=O)=O)C(C(=O)O)CC(=O)O